7-(cyclopentylamino)-2-(cyclopentylmethyl)-8-(naphthalen-1-ylmethyl)-6-oxo-9-(3-(trifluoromethyl)phenyl)-3,4-dihydro-2H,6H-pyrido[1,2-e][1,2,5]thiadiazine-4-carboxylic acid 1,1-dioxide C1(CCCC1)NC1=C(C(=C2N(C(CN(S2(=O)=O)CC2CCCC2)C(=O)O)C1=O)C1=CC(=CC=C1)C(F)(F)F)CC1=CC=CC2=CC=CC=C12